benzyl (1-(6-chloro-5-(2-chlorobenzoyl)pyrazin-2-yl)-4-methylpiperidin-4-yl)methylcarbamate ClC1=C(N=CC(=N1)N1CCC(CC1)(C)CNC(OCC1=CC=CC=C1)=O)C(C1=C(C=CC=C1)Cl)=O